C1(CCCC1)[C@@H](C(=O)NC=1C=C2CC(CC2=CC1)(C(NC)=O)N1C(N[C@@H](C1)C(C)C)=O)NC(=O)C1=CC=NN1C N-((1S)-1-cyclopentyl-2-((2-((R)-4-isopropyl-2-oxoimidazolidin-1-yl)-2-(methylcarbamoyl)-2,3-dihydro-1H-inden-5-yl)amino)-2-oxoethyl)-1-methyl-1H-pyrazole-5-carboxamide